5-(((2-(4-(4-chloro-1,2-bis(4-hydroxyphenyl)but-1-en-1-yl)phenoxy)ethyl)amino)methyl)-2-(2,6-dioxopiperidin-3-yl)-6-fluoroisoindoline-1,3-dione ClCCC(=C(C1=CC=C(C=C1)O)C1=CC=C(OCCNCC=2C=C3C(N(C(C3=CC2F)=O)C2C(NC(CC2)=O)=O)=O)C=C1)C1=CC=C(C=C1)O